cyano methylene phosphate P1(=O)(OC#N)OCO1